NC1=CC=C(C=C1)C[C@@H](C=1N=C(SC1)CCC(F)(F)F)NC([C@H](CC1=CC=NC=C1)N(C(OC)=O)C)=O methyl ((S)-1-(((S)-2-(4-aminophenyl)-1-(2-(3,3,3-trifluoropropyl)thiazol-4-yl)ethyl)amino)-1-oxo-3-(pyridin-4-yl)propan-2-yl)(methyl)carbamate